C(C)(C)(C)OC(=O)N1C[C@@H](C(C1)=C)OC1=C(C=C(C=C1)C#N)O (R)-3-(4-cyano-2-hydroxyphenoxy)-4-methylenepyrrolidine-1-carboxylic acid tert-butyl ester